C1(CC1)C1=CN=C(N=N1)C1(CC(CC1)N)N (6-cyclopropyl-1,2,4-triazin-3-yl)cyclopentane-1,3-diamine